Cl.NC1=C(N=CC(=N1)N1CCC2(CC=C(C2N)C2CC2)CC1)SC1=C(C(=NC=C1)N)Cl 8-(6-amino-5-((2-amino-3-chloropyridin-4-yl)thio)pyrazin-2-yl)-2-cyclopropyl-8-azaspiro[4.5]dec-2-en-1-amine hydrochloride